oxo-1',2'-dihydrospiro[piperidine-4,3'-pyrazolo[1,5-a]imidazole]-1-carboxylic acid cyclopropylmethyl ester C1(CC1)COC(=O)N1CCC2(C(NC=3N2N=CC3)=O)CC1